ClC1=CC(=C(CC=2OC3=C(C2CC)C=CC(=C3)C(=O)N[C@@H](CN(C)C)C3=CC=C(C=C3)S(=O)(=O)CC)C=C1)C(F)(F)F (R)-2-(4-chloro-2-(trifluoromethyl)benzyl)-N-(2-(dimethylamino)-1-(4-(ethylsulfonyl)phenyl)ethyl)-3-ethylbenzofuran-6-carboxamide